ethyl 2-(1-(cyclopropylmethyl)-5-fluoro-7-(1-((1s,4s)-4-hydroxycyclohexane-1-carbonyl)piperidin-4-yl)-1H-indol-2-yl)-3-methylpyrazolo[1,5-a]pyridine-6-carboxylate C1(CC1)CN1C(=CC2=CC(=CC(=C12)C1CCN(CC1)C(=O)C1CCC(CC1)O)F)C1=NN2C(C=CC(=C2)C(=O)OCC)=C1C